[C@@H]12CC(C[C@@H](CCC1)N2)OC=2N=NC(=CN2)C2=C1C=NNC1=C(C=C2)N2N=CC=C2 4-[3-[[(1S,5R)-9-azabicyclo[3.3.1]nonan-3-yl]oxy]-1,2,4-triazin-6-yl]-7-pyrazol-1-yl-1H-indazole